2-[1-(2,2-difluoroethyl)-1H-pyrazolo[3,4-b]pyrazin-6-yl]-6-[6-(trifluoromethyl)pyridin-2-yl]-2,6-diazaspiro[3.5]nonan-5-one FC(CN1N=CC=2C1=NC(=CN2)N2CC1(C2)C(N(CCC1)C1=NC(=CC=C1)C(F)(F)F)=O)F